6-{1-[(2,2-difluorocyclopropyl)methyl]-1H-pyrazol-4-yl}-2-methyl-7-(trifluoromethyl)-5H-[1,3,4]thiadiazolo[3,2-a]pyrimidin-5-one FC1(C(C1)CN1N=CC(=C1)C1=C(N=C2N(C1=O)N=C(S2)C)C(F)(F)F)F